3-[2-chloro-5-[3-chloro-5-(trifluoromethyl)-2-pyridinyl]-4-fluoro-phenyl]-5-methyl-4H-isoxazole-5-carboxylic acid ethyl ester C(C)OC(=O)C1(CC(=NO1)C1=C(C=C(C(=C1)C1=NC=C(C=C1Cl)C(F)(F)F)F)Cl)C